1,1,1-trifluoro-N-(2-pyridyl)-N-(trifluoromethyl-sulfonyl)methanesulfonamide FC(S(=O)(=O)N(S(=O)(=O)C(F)(F)F)C1=NC=CC=C1)(F)F